The molecule is an organic cation obtained by protonation of the primary amino groups of kanamycin D. It is an ammonium ion derivative and an organic cation. It is a conjugate base of a kanamycin D. C1[C@@H]([C@H]([C@@H]([C@H]([C@@H]1[NH3+])O[C@@H]2[C@@H]([C@H]([C@@H]([C@H](O2)CO)O)O)O)O)O[C@@H]3[C@@H]([C@H]([C@@H]([C@H](O3)C[NH3+])O)O)O)[NH3+]